2-chloro-1-methyl-6-oxo-4-(6,8,8,9,9-pentamethyl-4,7-dioxa-3-aza-8-siladec-2-en-1-yl)-1,6-dihydropyridine-3-carboxylic acid methyl ester COC(=O)C1=C(N(C(C=C1CC=NOCC(O[Si](C(C)(C)C)(C)C)C)=O)C)Cl